Methyl (1s,4s)-4-(4-methyl-6-nitro-1-oxoisoindolin-2-yl)cyclohexane-1-carboxylate CC1=C2CN(C(C2=CC(=C1)[N+](=O)[O-])=O)C1CCC(CC1)C(=O)OC